C(=O)(O)C(C(F)(F)F)(C(F)(F)F)S(=O)(=O)[O-] 2-carboxyl-1,1,1,3,3,3-hexafluoropropane-2-sulfonate